BrC1CC(=O)OC(C1)=O 3-bromopentanedioic anhydride